CN1C=C(C=2C1=NC=C(C2)NC(C=C)=O)C#CC2=CC=C1C=CN(C1=C2)C(F)(F)F N-(1-Methyl-3-((1-(trifluoromethyl)-1H-indol-6-yl)ethynyl)-1H-pyrrolo[2,3-b]pyridin-5-yl)acrylamide